CN1C(C(=C(C2=CC=CC=C12)N1CCC(CC1)C1=NC2=CC=CC=C2N=C1)C#N)=O 1-methyl-2-oxo-4-[4-(quinoxalin-2-yl)piperidin-1-yl]-1,2-dihydroquinoline-3-carbonitrile